(S)-6-(5-(1-(3,5-bis(trifluoromethyl)benzamido)ethyl)-3-methyl-1H-1,2,4-triazol-1-yl)-N-(dimethyl(oxo)-λ6-sulfaneylidene)pyrimidine-4-carboxamide FC(C=1C=C(C(=O)N[C@@H](C)C2=NC(=NN2C2=CC(=NC=N2)C(=O)N=S(=O)(C)C)C)C=C(C1)C(F)(F)F)(F)F